FC(C1=CC(=NC=C1)C1=CCN(C1)C(=O)OC(C)(C)C)(F)F tert-Butyl 4-(4-(trifluoromethyl)pyridin-2-yl)-2,5-dihydro-1H-pyrrole-1-carboxylate